(R)-2-(4-(1,2-dimethoxyethyl)phenyl)-4,4,5,5-tetramethyl-1,3,2-dioxaborolane CO[C@@H](COC)C1=CC=C(C=C1)B1OC(C(O1)(C)C)(C)C